(R)-3-((S)-6-benzyl-2-(1-(trifluoromethyl)cyclopropane-1-carbonyl)-2,6-diazaspiro[3.4]octane-8-carbonyl)-4-phenyloxazolidin-2-one C(C1=CC=CC=C1)N1CC2(CN(C2)C(=O)C2(CC2)C(F)(F)F)[C@@H](C1)C(=O)N1C(OC[C@H]1C1=CC=CC=C1)=O